(S)-2-(5-(2-fluorophenyl)-4-(4-isobutyryl-2-methylpiperazin-1-yl)-7H-pyrrolo[2,3-d]pyrimidin-7-yl)isonicotinonitrile FC1=C(C=CC=C1)C1=CN(C=2N=CN=C(C21)N2[C@H](CN(CC2)C(C(C)C)=O)C)C=2C=C(C#N)C=CN2